o-nitrotrifluoro-methoxybenzene [N+](=O)([O-])C1=C(C=C(C(=C1F)F)F)OC